(R)-((5-(2-Bromo-5-methylphenoxy)hexyl)oxy)(tert-butyl)diphenylsilane BrC1=C(O[C@@H](CCCCO[Si](C2=CC=CC=C2)(C2=CC=CC=C2)C(C)(C)C)C)C=C(C=C1)C